2-[6-[rac-(3aS,7aR)-6-ethyl-3,3a,4,5,7,7a-hexahydro-2H-pyrrolo[2,3-c]pyridin-1-yl]-4-methyl-pyridazin-3-yl]-5-methyl-phenol C(C)N1C[C@H]2[C@@H](CC1)CCN2C2=CC(=C(N=N2)C2=C(C=C(C=C2)C)O)C |r|